(4-aminophenoxy)-3-ethoxypropan-2-ol NC1=CC=C(OCC(COCC)O)C=C1